N-(4-Chlorophenethyl)-1-(2-(4-chlorophenoxy)acetyl)piperidin-4-carboxamid ClC1=CC=C(CCNC(=O)C2CCN(CC2)C(COC2=CC=C(C=C2)Cl)=O)C=C1